4-(1-(2-oxooxazolidin-3-yl)ethyl)-1H-1,2,3-triazol O=C1OCCN1C(C)C=1N=NNC1